CSC=1C=C(C=CC1)[Mg]Br (3-(methylthio)phenyl)magnesium bromide